2,3,4,5-tetrafluoro-phenylacetic acid FC1=C(C=C(C(=C1F)F)F)CC(=O)O